[Cl-].FC1=CC=C(C=C1)CCN 4-fluorophenylethyl-amine chloride